OCCN(C1=NC(=NC=C1)CN1C(C=C(C=C1)C1=NN(C2=NC=CC=C21)C2=CC=C(C=C2)C(F)(F)F)=O)C 1-((4-((2-hydroxyethyl)(methyl)amino)pyrimidin-2-yl)methyl)-4-(1-(4-(trifluoromethyl)phenyl)-1H-pyrazolo[3,4-b]pyridin-3-yl)pyridin-2(1H)-one